N-(5-(difluoromethoxy)-3-fluoro-6-methoxypyridin-2-yl)-1,8-dihydropyrrolo[3,2-g]indole-3-sulfonamide FC(OC=1C=C(C(=NC1OC)NS(=O)(=O)C1=CNC2=C1C=CC=1C=CNC21)F)F